[K+].C(=O)([O-])C1=CC=C(C=C1)S(=O)(=O)O p-carboxyl-benzenesulfonic acid monopotassium salt